C1(CCCCC1)NC(C#CC=1C=NC(=C(C1)OC(C)C1=C(C(=CC=C1Cl)F)Cl)N)=O 3-{6-amino-5-[1-(2,6-dichloro-3-fluoro-phenyl)-ethoxy]-pyridin-3-yl}-propiolic acid cyclohexylamide